C(C)(C)(C1CCC(CC1)O)C1CCC(CC1)O isopropylidenebis-(4-hydroxycyclohexane)